Undec-10-ynyl 4-methylbenzenesulfonate CC1=CC=C(C=C1)S(=O)(=O)OCCCCCCCCCC#C